FC=1C2(N(C3=CC=CC=C3C1)CC(C(N2)=O)(C)C)C2=CC=C(C=C2)C(F)(F)F 5-Fluoro-2,2-dimethyl-4a-(4-(trifluoromethyl)phenyl)-1,2,4,4a-tetrahydro-3H-pyrimido[1,2-a]quinolin-3-one